C(C)OC1=CC=C(C=C1)N1C(C=2NN=C(C2C1C1=CC(=CC=C1)F)C=1SC=CC1)=O 5-(4-ethoxyphenyl)-4-(3-fluorophenyl)-3-(thiophen-2-yl)-4,5-dihydropyrrolo[3,4-c]pyrazol-6(1H)-one